2α,3α,19α-trihydroxyurs-12-en-28-oic acid C[C@@H]1CC[C@@]2(CC[C@@]3(C(=CC[C@H]4[C@]3(CC[C@@H]5[C@@]4(C[C@H]([C@@H](C5(C)C)O)O)C)C)[C@@H]2[C@]1(C)O)C)C(=O)O